2-chloro-N-(4-(8-ethyl-2-(((1r,4r)-4-(pyrrolidin-1-yl)cyclohexyl)-amino)quinazolin-6-yl)-2-fluorophenyl)benzenesulfonamide ClC1=C(C=CC=C1)S(=O)(=O)NC1=C(C=C(C=C1)C=1C=C2C=NC(=NC2=C(C1)CC)NC1CCC(CC1)N1CCCC1)F